C1C[C@H]([NH2+]C1)C(=O)N2C[C@@H](C[C@H]2C(=O)[O-])O The molecule is a dipeptide zwitterion obtained by transfer of a proton from the carboxy to the amino terminus of Pro-Hyp. Major species at pH 7.3. It has a role as a human metabolite and a biomarker. It is a tautomer of a Pro-Hyp.